bis(2-methyl-4-(4-methylphenyl)-indenyl)zirconium dichloride [Cl-].[Cl-].CC=1C(C2=CC=CC(=C2C1)C1=CC=C(C=C1)C)[Zr+2]C1C(=CC2=C(C=CC=C12)C1=CC=C(C=C1)C)C